CC(C(=O)N)C1(CC1)C1=CC=C(C=C1)[N+](=O)[O-] Methyl-(1-(4-nitrophenyl)cyclopropyl)acetamide